NC1=NC=CC=C1C1=NC=2C(=NC(=CC2)C2=CC=CC=C2)N1C1=CC=C(CN2CC(CCC2)NC=2C(C(C2OC)=O)=O)C=C1 3-((1-(4-(2-(2-Aminopyridin-3-yl)-5-phenyl-3H-imidazo[4,5-b]pyridin-3-yl)benzyl)piperidin-3-yl)amino)-4-methoxycyclobut-3-ene-1,2-dione